((1R,4R)-2-oxa-5-azabicyclo[2.2.1]heptane-5-yl)(6-(7-methyl-5H-pyrrolo[2,3-b]pyrazin-2-yl)-8-((R)-morpholin-3-yl)-3,4-dihydroisoquinolin-2(1H)-yl)methanone [C@H]12OC[C@H](N(C1)C(=O)N1CC3=C(C=C(C=C3CC1)C=1N=C3C(=NC1)NC=C3C)[C@H]3NCCOC3)C2